C(C=C)(=O)NC1=C(C(=O)NC2=NNC3=CC(=CC=C23)C2=CSC=C2)C=CC=C1 2-acrylamido-N-(6-(thiophen-3-yl)-1H-indazol-3-yl)benzamide